2-(((1-methyl-1H-1,2,4-triazol-5-yl)methoxy)methyl)-6-(trifluoromethyl)nicotinic acid lithium hydroxide hydrate O.[OH-].[Li+].CN1N=CN=C1COCC1=C(C(=O)O)C=CC(=N1)C(F)(F)F